(S)-N-(1-cyclopropylethyl)-5-(1-(2,2-difluoroethyl)-2-methyl-1H-imidazo[4,5-b]pyridin-6-yl)pyrrolo[2,1-f][1,2,4]triazin-2-amine C1(CC1)[C@H](C)NC1=NN2C(C=N1)=C(C=C2)C=2C=C1C(=NC2)N=C(N1CC(F)F)C